N-(cis-2-(biphenyl-3-ylmethyl)-1-(cyclopropylacetyl)pyrrolidin-3-yl)methanesulfonamide C1(=CC(=CC=C1)C[C@@H]1N(CC[C@@H]1NS(=O)(=O)C)C(CC1CC1)=O)C1=CC=CC=C1